BrC=1C=C(C=O)C=C(C1OC)OC 3-bromo-4,5-dimethoxybenzaldehyde